3-[4-methyl-1-(2,2,2-trifluoroethyl)-1H-benzotriazol-5-yl]propanoate CC1=C(C=CC=2N(N=NC21)CC(F)(F)F)CCC(=O)[O-]